ClC=1C=C2CCC(OC2=CC1)(C(=O)O)C 6-chloro-2-methylchroman-2-carboxylic acid